NC1=C(C=CC(=C1)F)C1=C(C=C(C(=C1)Cl)C(=O)NC=1C=C(C(=NC1)C(=O)NCC(F)(F)F)Cl)F 5-(2'-amino-5-chloro-2,4'-difluoro-[1,1'-biphenyl]-4-carboxamido)-3-chloro-N-(2,2,2-trifluoroethyl)picolinamide